COC=1C=C(CN2C(=NC=3C2=NC=C(C3)C=3C=NN(C3)C)N)C=CC1OCC=1N=C(SC1)C(F)(F)F 3-(3-methoxy-4-((2-(trifluoromethyl)thiazol-4-yl)methoxy)benzyl)-6-(1-methyl-1H-pyrazol-4-yl)-3H-imidazo[4,5-b]pyridin-2-amine